benzo[b]thiophene-3-carbonitrile formate C(=O)O.S1C2=C(C(=C1)C#N)C=CC=C2